FC1=C(OC2=C(C(=NC=C2)N)C2=CC=C(C=C2)OC2=CC=CC=C2)C=CC(=C1)[N+](=O)[O-] 4-(2-fluoro-4-nitrophenoxy)-3-(4-phenoxyphenyl)pyridine-2-amine